3-(6-((4-(azepan-1-ylmethyl)benzyl)amino)-2-methyl-4-oxoquinazolin-3(4H)-yl)piperidine-2,6-dione N1(CCCCCC1)CC1=CC=C(CNC=2C=C3C(N(C(=NC3=CC2)C)C2C(NC(CC2)=O)=O)=O)C=C1